4,7-bis(3,5-bis(trifluoromethyl)phenyl)-2,9-diisopropylphenanthrene FC(C=1C=C(C=C(C1)C(F)(F)F)C1=CC(=CC=2C=C(C3=CC(=CC=C3C12)C1=CC(=CC(=C1)C(F)(F)F)C(F)(F)F)C(C)C)C(C)C)(F)F